CC1=NC(=NO1)C1=CC=C2C=CN=C(C2=C1)NC1CN(C1)C(=O)OC(C)(C)C tert-butyl 3-[[7-(5-methyl-1,2,4-oxadiazol-3-yl)-1-isoquinolyl]amino]azetidine-1-carboxylate